2-Ethyl-hex-1-en C(C)C(=C)CCCC